N-[(1H-benzimidazol-2-yl)methyl]-8-ethyl-2-(4-methylpiperazin-1-yl)pyrazolo[1,5-a][1,3,5]triazin-4-amine N1C(=NC2=C1C=CC=C2)CNC2=NC(=NC=1N2N=CC1CC)N1CCN(CC1)C